C(CCCC(CC)(N)N)CCCC(CC)(N)N 1,1'-methylenebis(4,4'-diamino-hexane)